[N+](=O)([O-])C(N1N=C(C(=C1[N+](=O)[O-])N)[N+](=O)[O-])([N+](=O)[O-])[N+](=O)[O-] N-trinitromethyl-4-amino-3,5-dinitropyrazole